C1(=CC=CC=C1)C(=CCN([C@@H](C(=O)OC)C1=CC=CC=C1)CC=C(C1=CC=CC=C1)C1=CC=CC=C1)C1=CC=CC=C1 methyl (R)-2-(bis(3,3-diphenylallyl)amino)-2-phenylacetate